5-chloro-2-(1-methoxypropan-2-yl)-2H-pyrazolo[4,3-b]pyridine ClC=1C=CC=2C(N1)=CN(N2)C(COC)C